Trimercaptotriazine trisodium salt [Na].[Na].[Na].SC1=C(C(=NN=N1)S)S